8-ethoxy-N-((3R,4S)-3-methyl-1-((piperidin-4-ylmethyl)sulfonyl)piperidin-4-yl)-7-(1H-pyrazol-4-yl)-[1,2,4]triazolo[1,5-a]pyridin-2-amine C(C)OC=1C=2N(C=CC1C=1C=NNC1)N=C(N2)N[C@@H]2[C@@H](CN(CC2)S(=O)(=O)CC2CCNCC2)C